C(CCCCCCCCCCC)[NH2+]CC dodecylethyl-Ammonium